[3-{[2-(5-Chloropyridin-2-yl)imidazo[1,2-a]pyridin-3-yl]methyl}-3,9-diazabicyclo[4.2.1]non-9-yl](3-fluoro-6-methoxypyridin-2-yl)methanone ClC=1C=CC(=NC1)C=1N=C2N(C=CC=C2)C1CN1CC2CCC(CC1)N2C(=O)C2=NC(=CC=C2F)OC